5-(((2-(4-(1,2-bis(4-hydroxyphenyl)but-1-en-1-yl)phenoxy)ethyl)(methyl)amino)methyl)-2-(2,6-dioxopiperidin-3-yl)-4-fluoroisoindoline-1,3-dione OC1=CC=C(C=C1)C(=C(CC)C1=CC=C(C=C1)O)C1=CC=C(OCCN(C)CC=2C(=C3C(N(C(C3=CC2)=O)C2C(NC(CC2)=O)=O)=O)F)C=C1